(S)-4'-chlorospiro[cyclohexane-1,1'-indene] ClC1=C2C=CC3(C2=CC=C1)CCCCC3